4-(2-(4-aminopyrimidin-5-yl)-5-(5-fluoropyridin-2-yl)-3H-imidazo[4,5-b]pyridin-3-yl)benzyl acetate C(C)(=O)OCC1=CC=C(C=C1)N1C(=NC=2C1=NC(=CC2)C2=NC=C(C=C2)F)C=2C(=NC=NC2)N